(R)-5-((4-chloro-2-cyanophenyl)amino)-N-(4-(chlorodifluoromethoxy)phenyl)-6-(3-hydroxypyrrolidin-1-yl)nicotinamide ClC1=CC(=C(C=C1)NC=1C(=NC=C(C(=O)NC2=CC=C(C=C2)OC(F)(F)Cl)C1)N1C[C@@H](CC1)O)C#N